C(CCC)[Sn](C1=CN(C2=CN=CC=C21)C(=O)OCCCC)(CCCC)CCCC butyl 3-(tributylstannyl)-1H-pyrrolo[2,3-c]pyridine-1-carboxylate